1-acetyl-3,5,7-trinitro-1,3,5,7-tetraazacyclooctane C(C)(=O)N1CN(CN(CN(C1)[N+](=O)[O-])[N+](=O)[O-])[N+](=O)[O-]